9,9'-(2',5'-Difluoro-[1,1':4',1''-terphenyl]-2,2''-diyl-3,3',3'',4,4'',5,5'',6,6',6''-d10)bis(9H-carbazole-1,2,3,4,5,6,7,8-d8) FC1=C(C(=C(C(=C1[2H])C1=C(C(=C(C(=C1[2H])[2H])[2H])[2H])N1C2=C(C(=C(C(=C2C=2C(=C(C(=C(C12)[2H])[2H])[2H])[2H])[2H])[2H])[2H])[2H])F)[2H])C1=C(C(=C(C(=C1[2H])[2H])[2H])[2H])N1C2=C(C(=C(C(=C2C=2C(=C(C(=C(C12)[2H])[2H])[2H])[2H])[2H])[2H])[2H])[2H]